5-[5-(4,4-difluoro-cyclohexyl)-1,2,4-oxadiazol-3-yl]-1-(propan-2-yl)-1H-1,2,3-benzotriazole FC1(CCC(CC1)C1=NC(=NO1)C1=CC2=C(N(N=N2)C(C)C)C=C1)F